FC(C1=NN=C2N1C=C(N=C2)C=2C=NC(=CC2)OC(C(F)(F)F)C(C)C)(OC)F 3-(difluoro(methoxy)methyl)-6-(6-((1,1,1-trifluoro-3-methylbutan-2-yl)oxy)pyridin-3-yl)-[1,2,4]triazolo[4,3-a]pyrazine